5-chloro-2-fluoro-4-((((2S,4S)-4-hydroxy-2-(3-phenylpropyl)-pyrrolidin-2-yl)methyl)amino)-N-(thiazol-2-yl)-benzene-sulfonamide ClC=1C(=CC(=C(C1)S(=O)(=O)NC=1SC=CN1)F)NC[C@]1(NC[C@H](C1)O)CCCC1=CC=CC=C1